(-)-N-(3-methyl-2-oxo-1,2,3,4-tetrahydroquinazolin-6-yl)-S-cyclohexyl-S-methylsulfoximine CN1C(NC2=CC=C(C=C2C1)N=S(=O)(C)C1CCCCC1)=O